(S)-4-(2,6-dichloropyridin-4-yl)-3-methylmorpholine ClC1=NC(=CC(=C1)N1[C@H](COCC1)C)Cl